8-Boc-aminoOctanoic acid C(=O)(OC(C)(C)C)CCCCCCC(C(=O)O)N